8-((1,1-difluoropropan-2-yl)oxy)-7-(1-(1-ethoxyethyl)-1H-pyrazol-4-yl)-[1,2,4]triazolo[1,5-a]pyridin-2-amine FC(C(C)OC=1C=2N(C=CC1C=1C=NN(C1)C(C)OCC)N=C(N2)N)F